C(C)(C)(C)C1CC=C(CC1)CCNC(C1=NC=CC=C1)=O N-(2-(4-tert-butylcyclohex-1-en-1-yl)ethyl)picolinamide